FC1=NN2C=3C(CCNC3C=NC2=C1)C 4-fluoro-13-methyl-2,3,7,10-tetrazatricyclo[7.4.0.02,6]trideca-1(9),3,5,7-tetraene